((3,5-dichloro-4-(4-(3-fluoro-5-methoxybenzoylamino)-2,6-dimethylphenoxy)phenyl)amino)-2-oxoacetic acid ClC=1C=C(C=C(C1OC1=C(C=C(C=C1C)NC(C1=CC(=CC(=C1)OC)F)=O)C)Cl)NC(C(=O)O)=O